ClC1=C(OC2=C1C=C(C(=C2C(=O)O)O)Cl)CNC(=O)C=2C=NN1C2N=CC=C1 3,5-Dichloro-6-hydroxy-2-((pyrazolo[1,5-a]pyrimidine-3-carboxamido)methyl)benzofuran-7-carboxylic acid